F[B-](F)(F)F.C(=O)(O)C1=CC=CC=C1 p-carboxyl-benzene tetrafluoroborate